(R)-N-[(1R)-5-cyano-2,3-dihydro-1H-inden-1-yl]-2-methylpropane-2-sulfinamide C(#N)C=1C=C2CC[C@H](C2=CC1)N[S@](=O)C(C)(C)C